CC1=CC=C(C=C1)S(=O)(=O)OCCN1C(N(C(C2=CC(=CC=C12)C(F)(F)F)=O)C1=CN=CC2=CC=CC=C12)=O 2-(3-(isoquinolin-4-yl)-2,4-dioxo-6-(trifluoromethyl)-3,4-dihydroquinazolin-1(2H)-yl)ethyl 4-methylbenzenesulfonate